(2-ethoxy-1,1-difluoro-2-oxoethyl)-5-formylbenzoic acid C(C)OC(C(F)(F)C1=C(C(=O)O)C=C(C=C1)C=O)=O